CN1N=CC=2C1=NC(=CC2N2CC1=CN=C(C=C1[C@H](C2)C)OCCN2CCNCC2)C (4R)-2-(1,6-dimethylpyrazolo[3,4-b]pyridin-4-yl)-4-methyl-6-(2-piperazin-1-ylethoxy)-3,4-dihydro-1H-2,7-naphthyridine